bis(diphenylphosphino)-ferrocene palladium [Pd].C1(=CC=CC=C1)P(C1=CC=CC=C1)[C-]1C=CC=C1.[C-]1(C=CC=C1)P(C1=CC=CC=C1)C1=CC=CC=C1.[Fe+2]